(S)-4,4,4-trifluoro-2-(hydroxymethyl)butanoic acid FC(C[C@H](C(=O)O)CO)(F)F